4-((S)-4-propenoyl-2-methylpiperazin-1-yl)-7-(2-amino-3,6-difluorophenyl)-6-chloro-1-(2-isopropyl-4-(methylsulfanyl)pyridin-3-yl)pyrido[2,3-d]pyrimidin-2(1H)-one C(C=C)(=O)N1C[C@@H](N(CC1)C=1C2=C(N(C(N1)=O)C=1C(=NC=CC1SC)C(C)C)N=C(C(=C2)Cl)C2=C(C(=CC=C2F)F)N)C